5-amino-4-(4-(2,4-difluorophenoxy)piperidin-1-yl)-N,N-dimethylpyrimidine-2-carboxamide NC=1C(=NC(=NC1)C(=O)N(C)C)N1CCC(CC1)OC1=C(C=C(C=C1)F)F